NCC=1C=C(C=C(C1)F)C1=NC=CC=C1N (3-(aminomethyl)-5-fluorophenyl)pyridin-3-amine